C1CCC12OCC(C2)=O 5-oxaspiro[3.4]octan-7-one